methyl (1s,3r)-3-hydroxycyclohexanecarboxylate O[C@H]1C[C@H](CCC1)C(=O)OC